C1(CCCC1)N1C(C(N(C=2C=NC(=NC12)NC1=C(C=C(C(=O)NCCN(C(OC(C)(C)C)=O)C)C=C1)OC)C)=O)CC tert-butyl N-[2-[[4-[(8-cyclopentyl-7-ethyl-5-methyl-6-oxo-7H-pteridin-2-yl)amino]-3-methoxy-benzoyl]amino] ethyl]-N-methyl-carbamate